ClC=1C(=NC(=NC1)NC1=C(C=C(C(=C1)C)C1CCN(CC1)C)OC(C)C)NC1=NNC(=C1)C 5-chloro-N2-[2-isopropoxy-4-(1-methyl-piperidin-4-yl)-5-methyl-phenyl]-N4-[5-methyl-1H-pyrazol-3-yl]-pyrimidin-2,4-diamine